COC(=O)C1=CC=C(C=C1)CO methyl (4-hydroxymethyl)benzoate